NC1=NC=C(C(=N1)NC1=C(C=CC=C1)C(F)(F)F)C#N 2-amino-4-((2-(trifluoromethyl)phenyl)amino)pyrimidine-5-carbonitrile